3-Ethyl-7-fluoro-2-(hydroxy-diphenyl-methyl)-imidazo[1,2-a]pyridine-6-carboxylic acid (1-ethyl-1H-[1,2,4]triazol-3-yl)-amide C(C)N1N=C(N=C1)NC(=O)C=1C(=CC=2N(C1)C(=C(N2)C(C2=CC=CC=C2)(C2=CC=CC=C2)O)CC)F